(R)-1-(4-(6-hydroxy-1,2,3,4-tetrahydronaphthalen-1-yl)phenyl)piperidine-4-carbaldehyde OC=1C=C2CCC[C@@H](C2=CC1)C1=CC=C(C=C1)N1CCC(CC1)C=O